benzimidazole-5-carboxylic acid methoxy-methylamide CON(C(=O)C1=CC2=C(N=CN2)C=C1)C